4-((1-benzoylpiperidin-4-ylidene)methyl)-2-fluorobenzamide C(C1=CC=CC=C1)(=O)N1CCC(CC1)=CC1=CC(=C(C(=O)N)C=C1)F